O1CCC(CC1)C1=NN(C=C1)C=1N=C(C2=C(N1)C=CC=N2)N2CCOCC2 4-(2-(3-(tetrahydro-2H-pyran-4-yl)-1H-pyrazol-1-yl)pyrido[3,2-d]pyrimidin-4-yl)morpholine